C1(=CC=CC=C1)C1=CC(=NN1)C1=CC=CC=C1 DIPHENYLPYRAZOLE